C(#N)C1=NC2=CC(=CC(=C2N=C1N1CC(C1)C(F)F)[C@@H](C)NC1=C(C(=O)O)C=CC=C1)C (R)-2-((1-(2-cyano-3-(3-(difluoromethyl)azetidin-1-yl)-7-methylquinoxalin-5-yl)ethyl)amino)benzoic acid